COC(=O)C1=CC=C(C=C1)[C@H]1N(CCC(C1)=O)C(=O)OCC1=CC=CC=C1 Benzyl (S)-2-(4-(methoxycarbonyl) phenyl)-4-oxopiperidine-1-carboxylate